7-Methoxy-4-(tetrahydro-pyran-4-yl)-1H-benzoimidazol-2-ylamine COC1=CC=C(C2=C1NC(=N2)N)C2CCOCC2